C(C)(C)(C)OC(=O)N[C@H]1CSC2=C(N(C1=O)CC1=CC=C(C=C1)OC(C(F)F)(F)F)C=C(C=C2)C(=O)O (3R)-3-(tert-butoxycarbonylamino)-4-oxo-5-[[4-(1,1,2,2-tetrafluoroethoxy)phenyl]methyl]-2,3-dihydro-1,5-benzothiazepine-7-carboxylic acid